C(C)(C)[N+]1(CCCC1)Br 1-isopropylpyrrolidin-1-io bromide